ClC=1C=CC(=C(C1)NC(=O)C=1N=NN(C1)C1=C(C(=CC=C1)O)Cl)C N-(5-chloro-2-methylphenyl)-1-(2-chloro-3-hydroxyphenyl)-1H-1,2,3-triazole-4-carboxamide